9-ethyl-6-(((1-methyl-1H-benzo[d]imidazol-2-yl)amino)methyl)-9H-carbazole-3-carbonitrile C(C)N1C2=CC=C(C=C2C=2C=C(C=CC12)C#N)CNC1=NC2=C(N1C)C=CC=C2